2'-chloro-5'-methoxy-6-methyl-N-(5-(2-oxo-2-(pyrrolidin-1-yl)ethyl)-1,3,4-thiadiazol-2-yl)-[4,4'-bipyridine]-3-carboxamide ClC1=NC=C(C(=C1)C1=C(C=NC(=C1)C)C(=O)NC=1SC(=NN1)CC(N1CCCC1)=O)OC